8-morpholino-6-[(2E)-2-(m-tolylmethylene)hydrazino]imidazo[1,2-a]pyrazine-2-carboxylic acid O1CCN(CC1)C=1C=2N(C=C(N1)N/N=C/C=1C=C(C=CC1)C)C=C(N2)C(=O)O